COC1=CC=C(C=C1)C1=NOC(=N1)N1CCC(CC1)C(=O)NCC1CN(CC1)CC1CCN(CC1)C 1-(3-(4-methoxyphenyl)-1,2,4-oxadiazol-5-yl)-N-((1-((1-methylpiperidin-4-yl)methyl)pyrrolidin-3-yl)methyl)piperidine-4-carboxamide